5-(5-((E)-((1S,2S,5R)-2-fluoro-9-azabicyclo[3.3.1]nonan-3-ylidene)methyl)-1,3,4-thiadiazol-2-yl)-2-(1H-imidazol-1-yl)pyridin-4-ol F[C@@H]\1[C@@H]2CCC[C@H](C/C1=C\C1=NN=C(S1)C=1C(=CC(=NC1)N1C=NC=C1)O)N2